ClC1=C(C=CC=C1)N1CCN(CC1)C1=CC(=NC(=C1)C1=CC=C(C=C1)N(C)C)N 4-(4-(2-chlorophenyl)piperazin-1-yl)-6-(4-(dimethylamino)phenyl)pyridin-2-amine